6-(2,6-dimethyl-4-prop-2-enoyl-piperazin-1-yl)-8-methyl-2-[4-(4-methylpiperazin-1-yl)anilino]pyrido[2,3-d]pyrimidin-7-one CC1N(C(CN(C1)C(C=C)=O)C)C1=CC2=C(N=C(N=C2)NC2=CC=C(C=C2)N2CCN(CC2)C)N(C1=O)C